OC(C)(C1=C(NC=CC1=O)C)C 3-(1-hydroxyl-methyl-ethyl)-2-methyl-1H-pyridin-4-one